[N+](#[C-])C1=CC=C(C(=O)OCC(NC2=C(C=CC=C2)C)=O)C=C1 2-oxo-2-(o-tolylamino)ethyl 4-isocyanobenzoate